C(C)(C)(C)OC(=O)N1C=NC2=C1C=CC(=C2)C 5-methyl-1H-1,3-benzodiazole-1-carboxylic acid tert-butyl ester